Methyl (E)-1-(4-(3-(tert-butoxy)-3-oxoprop-1-en-1-yl)phenyl)cyclopropane-1-carboxylate C(C)(C)(C)OC(/C=C/C1=CC=C(C=C1)C1(CC1)C(=O)OC)=O